BrC=1C=C(C(=C(C1)NC1=C(C(=O)O)C=CC=C1)OCC1CC1)Cl 2-((5-bromo-3-chloro-2-(cyclopropylmethoxy)phenyl)amino)benzoic acid